Racemic-N-spiro[chromane-2,1'-cyclopentane]-4-yl-6-(trifluoromethyl)-7H-pyrrolo[2,3-d]pyrimidin-4-amine C12(CCCC1)OC1=CC=CC=C1[C@@H](C2)NC=2C1=C(N=CN2)NC(=C1)C(F)(F)F |r|